O=C(C(=O)N)N1[C@H](CN([C@@H](C1)C)C(C(C)C)=O)C1=CC(=CC=C1)N1CCN(CC1)C 2-Oxo-2-[(2S,5R)-5-methyl-2-[3-(4-methylpiperazin-1-yl)phenyl]-4-(2-methylpropanoyl)piperazin-1-yl]acetamide